FC1=C(C(=CC=C1)C)N1CCC(CC1)N1C(N(C=2C(C1)=CN(N2)C(C(C([2H])([2H])[2H])([2H])C([2H])([2H])[2H])([2H])[2H])CC2=C(C=CC=C2)C(F)(F)F)=O 5-[1-(2-Fluoro-6-methyl-phenyl)-piperidin-4-yl]-2-[2-([2H3]methyl)[1,1,2,3,3,3-2H6]propyl]-7-(2-trifluoromethyl-benzyl)-2,4,5,7-tetrahydro-pyrazolo[3,4-d]pyrimidin-6-on